(R)-4-(6-((1-(4-(difluoromethyl)phenyl)-4-methyl-1H-1,2,3-triazol-5-yl)methoxy)pyridazin-3-yl)piperazine-2-carboxylic acid FC(C1=CC=C(C=C1)N1N=NC(=C1COC1=CC=C(N=N1)N1C[C@@H](NCC1)C(=O)O)C)F